2-(4-methyl-2H-1,2,3-triazol-2-yl)-5-(6-methyl-7-(1-(tetrahydro-2H-pyran-4-yl)-1H-pyrazol-4-yl)imidazo[1,2-b]pyridazin-3-yl)-1,8-naphthyridine CC1=NN(N=C1)C1=NC2=NC=CC(=C2C=C1)C1=CN=C2N1N=C(C(=C2)C=2C=NN(C2)C2CCOCC2)C